OCC1=CC(=C(CN2N=CC=3N=C(N=C(C32)NCC3=NOC(=C3)C)NC(OC)=O)C=C1)OC methyl (1-(4-(hydroxymethyl)-2-methoxybenzyl)-7-(((5-methyl-isoxazol-3-yl)methyl)amino)-1H-pyrazolo[4,3-d]pyrimidin-5-yl)carbamate